FC(C(C)(C)O)(OC1=CC=C(C2=C1N=C(O2)N2CC1CCC(C2)N1C(=O)OC(C)(C)C)C1=NC(=NS1)C)F tert-Butyl 3-(4-(1,1-difluoro-2-hydroxy-2-methylpropoxy)-7-(3-methyl-1,2,4-thiadiazol-5-yl)benzo[d]oxazol-2-yl)-3,8-diazabicyclo[3.2.1]octane-8-carboxylate